4-(3-Chloro-4-(2-fluoro-3-(4,4,5,5-tetramethyl-1,3,2-dioxaborolan-2-yl)phenyl)-pyridin-2-yl)-2-methoxybenzaldehyde ClC=1C(=NC=CC1C1=C(C(=CC=C1)B1OC(C(O1)(C)C)(C)C)F)C1=CC(=C(C=O)C=C1)OC